bromo-2-(2-chloroethyl)-3-nitrobenzene BrC1=C(C(=CC=C1)[N+](=O)[O-])CCCl